C(=O)(C=C)N1CC(CC(CC1)C)C N-acryl-3,5-dimethylhexamethyleneimine